1-[(1S)-2-(hydroxyamino)-1-[(4-methoxyphenyl)methyl]-2-oxo-ethyl]triazol ONC([C@H](CC1=CC=C(C=C1)OC)N1N=NC=C1)=O